(R)-N-(5-(sec-butyl)-1H-pyrazol-3-yl)-6-((1-methylpiperidin-4-yl)oxy)pyrazin-2-amine [C@@H](C)(CC)C1=CC(=NN1)NC1=NC(=CN=C1)OC1CCN(CC1)C